ClC1=C(C=CC(=C1)C(F)(F)F)C(C(=O)N)N1C=2N(C(C(=C1CC)C=1CCNCC1)=O)N=C(N2)C2=CC1=C(COCC1)S2 (2-chloro-4-(trifluoromethyl)phenyl)-2-(2-(4,7-dihydro-5H-thieno[2,3-c]pyran-2-yl)-5-ethyl-7-oxo-6-(1,2,3,6-tetrahydropyridin-4-yl)-[1,2,4]triazolo[1,5-a]pyrimidin-4(7H)-yl)acetamide